Tert-Butyl 3-phenyl-3,8-diazabicyclo[3.2.1]octane-8-carboxylate C1(=CC=CC=C1)N1CC2CCC(C1)N2C(=O)OC(C)(C)C